1-methyl-3-(4-(4,4,5,5-tetramethyl-1,3,2-dioxaborolan-2-yl)-1H-pyrazol-1-yl)cyclobutane-1-carbonitrile CC1(CC(C1)N1N=CC(=C1)B1OC(C(O1)(C)C)(C)C)C#N